BrC1=CC=C(C(=N1)NC(=O)[C@H]1N([C@@H]2C[C@@]2(C1)CNC(=O)C1=C(CCC1)F)C(=O)OC(C)(C)C)C (1R,3S,5R)-tert-Butyl 3-(6-bromo-3-methylpyridin-2-ylcarbamoyl)-5-((2-fluorocyclopent-1-enecarboxamido)methyl)-2-azabicyclo[3.1.0]hexane-2-carboxylate